NC1=CC(=CNC1=O)[C@H]1CN(CCC1(F)F)[C@H](C(=O)NC1=NC=C(C=C1)F)C (S)-2-((S)-3-(5-amino-6-oxo-1,6-dihydropyridin-3-yl)-4,4-difluoropiperidin-1-yl)-N-(5-fluoropyridin-2-yl)propionamide